4-[(3R)-3-methylmorpholin-4-yl]-6-[4-methylsulfonyl-2-(trifluoromethyl)phenyl]-1H-pyridin-2-one C[C@H]1N(CCOC1)C1=CC(NC(=C1)C1=C(C=C(C=C1)S(=O)(=O)C)C(F)(F)F)=O